CC1=C(C=CC(=N1)NC1C(NC(CC1)=O)=O)N1CCC2(OCCO2)CC1 3-((6-methyl-5-(1,4-dioxa-8-azaspiro[4.5]decan-8-yl)pyridin-2-yl)amino)piperidine-2,6-dione